1-(4-chloro-2,5-dimethoxyphenyl)propan-2-amine ClC1=CC(=C(C=C1OC)CC(C)N)OC